FC(C1=CC(=CC2=C1N(C(=N2)N)C)CC2=NC=CC=C2)F 7-(difluoromethyl)-1-methyl-5-(2-pyridylmethyl)benzimidazol-2-amine